N1(CCNCCC1)C1=CC(=C(C=O)C=C1)O 4-(1,4-Diazepan-1-yl)-2-hydroxybenzaldehyde